2-acetyl-1,2-dihydro-2,6-naphthyridine-3,3(4H)-dicarboxylic acid diethyl ester C(C)OC(=O)C1(N(CC2=CC=NC=C2C1)C(C)=O)C(=O)OCC